N-(1-oxo-isoindolin-4-yl)-3-(phenylethynyl)benzenesulfonamide O=C1NCC2=C(C=CC=C12)NS(=O)(=O)C1=CC(=CC=C1)C#CC1=CC=CC=C1